5-(PIPERIDIN-1-YL)PYRAZINE-2-BORONIC ACID N1(CCCCC1)C=1N=CC(=NC1)B(O)O